C(C)(C)C1=NOC(=N1)C1CCN(CC1)C=1SC2=NC(=CC=C2N1)OC1=CC=C(C=C1)S(=O)(=O)C 3-isopropyl-5-(1-(5-(4-(methyl-sulfonyl)phenoxy)thiazolo[5,4-b]pyridin-2-yl)piperidin-4-yl)-1,2,4-oxadiazole